N-(1-((2R,3R,4R,5R)-4-hydroxy-3-methoxy-5-((1,1-dioxothiomorpholinyl)methyl)tetrahydrofuran-2-yl)-2-oxo-1,2-dihydropyrimidin-4-yl)benzamide O[C@H]1[C@H]([C@@H](O[C@@H]1CN1CCS(CC1)(=O)=O)N1C(N=C(C=C1)NC(C1=CC=CC=C1)=O)=O)OC